4-((6-(2-Tert-butoxycarbonylaminoethoxy)-1-methyl-1H-pyrazolo[3,4-d]pyrimidin-4-yl)aminomethyl)benzenesulfonamide C(C)(C)(C)OC(=O)NCCOC1=NC(=C2C(=N1)N(N=C2)C)NCC2=CC=C(C=C2)S(=O)(=O)N